O[C@]1(COCC2=C1NC(C1=C2C=C(S1)C=1C=NNC1)=O)C(C)C (R)-4-hydroxy-4-isopropyl-8-(1H-pyrazol-4-yl)-1,3,4,5-tetrahydro-6H-pyrano[4,3-b]Thieno[3,2-d]Pyridin-6-one